1-(1-methylcyclopent-2-en-1-yl)ethane CC1(C=CCC1)CC